(Z)-3-((tertiary butylamino)methylene)-2-(3-(2-hydroxyethyl)-1H-indol-1-yl)chroman-4-one C(C)(C)(C)N\C=C/1\C(OC2=CC=CC=C2C1=O)N1C=C(C2=CC=CC=C12)CCO